C1(=CC=CC=C1)N1C(CC2=CC=CC=C12)=O N-phenyl-2-indolinone